N1(C=NC=C1)C1=CC(=CC(=N1)C(=O)NC1CCC(CC1)C)OC 6-(1H-imidazol-1-yl)-4-methoxy-N-((1r,4r)-4-methylcyclohexyl)picolinamide